NC1=C(C=C(C=N1)C=1C=C2N(N1)CC[C@]21CN(CC1)C(=O)NCC)C(F)F |r| (rac)-2'-[6-amino-5-(difluoromethyl)pyridin-3-yl]-N-ethyl-5',6'-dihydrospiro[pyrrolidine-3,4'-pyrrolo[1,2-b]pyrazole]-1-carboxamide